(3Z)-4-phenylpent-3-enoic acid ethyl ester C(C)OC(C\C=C(\C)/C1=CC=CC=C1)=O